2,3,4-trihydroxy-6-chloro-4'-tertiary butyl-benzophenone OC1=C(C(=O)C2=CC=C(C=C2)C(C)(C)C)C(=CC(=C1O)O)Cl